4-fluoro-1-{4-oxo-4H,5H,6H,7H,8H-pyrazolo[1,5-a][1,4]diazepine-2-carbonyl}-N-{phenyl[4-(propan-2-yl)phenyl]methyl}pyrrolidine-2-carboxamide FC1CC(N(C1)C(=O)C1=NN2C(C(NCCC2)=O)=C1)C(=O)NC(C1=CC=C(C=C1)C(C)C)C1=CC=CC=C1